Aluminium cobalt [Co].[Al]